2-(5-amino-8-(2,6-dimethylpyridin-4-yl)-3-oxo-7-phenyl-[1,2,4]triazolo[4,3-c]pyrimidin-2(3H)-yl)ethyl methanesulfonate CS(=O)(=O)OCCN1N=C2N(C(=NC(=C2C2=CC(=NC(=C2)C)C)C2=CC=CC=C2)N)C1=O